4-[5-(3,4-difluorophenyl)-6-isopropyl-1H-pyrrolo[2,3-f]indazol-7-yl]-1-hydroxy-cyclohexanecarboxamide FC=1C=C(C=CC1F)N1C(=C(C2=C1C=C1C=NNC1=C2)C2CCC(CC2)(C(=O)N)O)C(C)C